[I].C(CCC)N.[Pb] lead butylamine iodine